FC(CCCCCCO)(C(F)(F)F)F 7,7,8,8,8-pentafluorooctan-1-ol